N-(5-((4-chlorobenzyl)oxy)-1,3,4-thiadiazol-2-yl)-6'-oxo-1',6'-dihydro-[2,3'-bipyridine]-3-carboxamide ClC1=CC=C(COC2=NN=C(S2)NC(=O)C=2C(=NC=CC2)C2=CNC(C=C2)=O)C=C1